C(C)(C)C=1N(C(=C(N1)C)C(=O)N)OC isopropyl-1-methoxy-4-methyl-1H-imidazole-5-carboxamide